1-(4-(2-(4-methoxyphenyl)propan-2-yl)thiazol-2-yl)-3-(3-(3-methylpiperazin-1-yl)propyl)urea COC1=CC=C(C=C1)C(C)(C)C=1N=C(SC1)NC(=O)NCCCN1CC(NCC1)C